C(C)(C)NCCCCCC(=O)OCC(CCCCCCCC)CCCCCC 2-hexyldecyl 6-(isopropylamino)hexanoate